C(C)NC(=S)N N-ethyl-thiourea